ethyl (1s,5r)-8-(4-methoxybenzyl)-4-oxo-3,8-diazabicyclo[3.2.1]octane-2-carboxylate COC1=CC=C(CN2[C@@H]3C(NC([C@H]2CC3)=O)C(=O)OCC)C=C1